(3-((1R,3S,4R,5R,6S)-2-((benzyloxy)carbonyl)-6-hydroxy-3-(methoxycarbonyl)-4-methyl-2-azabicyclo[3.2.0]heptan-4-yl)propyl)boronic acid C(C1=CC=CC=C1)OC(=O)N1[C@@H]2C[C@@H]([C@@H]2[C@@]([C@H]1C(=O)OC)(C)CCCB(O)O)O